3-(3,7-dimethylocta-2,6-dien-1-yl)-2,4-dihydroxy-6-pentyl-N-(pyrimidin-5-ylmethyl)benzamide CC(=CCC=1C(=C(C(=O)NCC=2C=NC=NC2)C(=CC1O)CCCCC)O)CCC=C(C)C